C(C)OC1=NC=C(C(=O)NC2=CC=C(C=C2)[C@@H]2CNCCO2)C=C1 |r| (RS)-6-Ethoxy-N-(4-(morpholin-2-yl)-phenyl)-nicotinamid